N-(3-chloro-5-methoxyisonicotinyl)-O-((1R,3R)-3-(2-(5,6,7,8-tetrahydro-1,8-naphthyridin-2-yl)ethyl)cyclobutyl)-D-homoserine ClC1=C(CN[C@H](CCOC2CC(C2)CCC2=NC=3NCCCC3C=C2)C(=O)O)C(=CN=C1)OC